1,2,2,4-butanetetraamine C(C(CCN)(N)N)N